FC1(CCC(CC1)C(O)C=1OC=2C(=NC(=CC2)C=C)N1)F (4,4-difluorocyclohexyl)(5-vinyloxazolo[4,5-b]pyridin-2-yl)methanol